C(C)(C)(C)OC(N[C@H](C(=O)NC1=CC=C(C=C1)SCC1=CC=CC=C1)CC1=CC=CC=C1)=O (S)-1-(4-(benzylthio)phenylamino)-1-oxo-3-phenylprop-2-ylcarbamic acid tert-butyl ester